CC1C(C2=CC=CC=C2CC1)N 2-methyl-1,2,3,4-tetrahydronaphthalen-1-amine